5-((3-fluoro-5-hydroxypent-3-en-2-yl)amino)-4-(trifluoromethyl)pyridazin-3(2H)-one FC(C(C)NC1=C(C(NN=C1)=O)C(F)(F)F)=CCO